decaprenylphospholyl-β-D-ribose C(C=C(C)C)C1(C(C(C(P1(CC=C(C)C)(CC=C(C)C)CC=C(C)C)([C@]1(O)[C@H](O)[C@H](O)[C@H](O1)CO)CC=C(C)C)(CC=C(C)C)CC=C(C)C)(CC=C(C)C)CC=C(C)C)CC=C(C)C